NC(CNC(=O)C=1N=C(SC1)C=1C=NN(C1)C1=CC=CC=C1)(C)C N-(2-amino-2-methylpropyl)-2-(1-phenyl-1H-pyrazol-4-yl)-1,3-thiazole-4-carboxamide